6-(3,5-difluorophenoxy)-3,3,7-trimethyl-2,3-dihydrobenzo[d]isothiazole-1,1-dioxide FC=1C=C(OC2=C(C3=C(C(NS3(=O)=O)(C)C)C=C2)C)C=C(C1)F